3-(3-ethyl-5-fluoro-3-methyl-3,4-dihydroisoquinolin-1-yl)quinoline C(C)C1(N=C(C2=CC=CC(=C2C1)F)C=1C=NC2=CC=CC=C2C1)C